ClC1=C(C=CC(=C1)[N+](=O)[O-])CCOCNC(=O)CNC(OCC1C2=CC=CC=C2C=2C=CC=CC12)=O 9H-fluoren-9-ylmethyl N-[([[2-(2-chloro-4-nitrophenyl)ethoxy]methyl]carbamoyl)methyl]carbamate